C(#N)C1([C@H](C1)C)N1C(=CC2=CC(=CC=C12)C1CCOCC1)C(=O)OCC ethyl 1-[(2S)-1-cyano-2-methyl-cyclopropyl]-5-tetrahydropyran-4-yl-indole-2-carboxylate